Ethyl 3-(3-(4-(ethoxymethyl)phenoxy)azetidin-1-yl)-2-(1H-pyrrol-1-yl)benzoate C(C)OCC1=CC=C(OC2CN(C2)C=2C(=C(C(=O)OCC)C=CC2)N2C=CC=C2)C=C1